1-bromo-2,5-dichloro-3-fluorobenzene BrC1=C(C(=CC(=C1)Cl)F)Cl